N-[Dichloro(fluoro)methyl]sulfanyl-N-(dimethylsulfamoyl)-4-methylaniline ClC(F)(Cl)SN(C1=CC=C(C=C1)C)S(N(C)C)(=O)=O